C(C)OS(=O)(=O)[O-].C[N+](C)(C)CC methylethyldimethylammonium ethyl-sulfate